N,N,N',N'-tetraphenyl-1,4-di-aminobut-2-ene C1(=CC=CC=C1)N(CC=CCN(C1=CC=CC=C1)C1=CC=CC=C1)C1=CC=CC=C1